C1(=CC=CC=C1)C1=CC2=CC(=NN2C=C1)C(=O)N1[C@H]2CC(C[C@@H]1CC2)NC=2C=C(C(=CC2)C)C#N 4-{(1R,3s,5S)-8-[(5-phenyl-1,7a-diaza-2-indenyl)carbonyl]-8-azabicyclo[3.2.1]oct-3-ylamino}-2-toluonitrile